alpha-(methylaminomethyl)benzyl alcohol CNCC(C1=CC=CC=C1)O